Cl.N=1NC=C2C=C(C=CC12)C(=O)N 2H-indazole-5-carboxamide HCl salt